CN(C)C1=CC=C(C=C1)N.Cl.Cl 4-amino-N,N-dimethylaniline dihydrochloride